7-fluoro-6-(3-(hydroxymethyl)-4-methyl-5-oxo-4,5-dihydro-1H-1,2,4-triazol-1-yl)-4-isopropyl-2-(o-tolyl)phthalazin-1(2H)-one FC1=C(C=C2C(=NN(C(C2=C1)=O)C1=C(C=CC=C1)C)C(C)C)N1N=C(N(C1=O)C)CO